4-[[[2-[(4,6-dimethoxy-2-pyrimidinyl)oxy]phenyl]methyl]amino]-benzoic acid-1-methylethyl ester CC(C)OC(C1=CC=C(C=C1)NCC1=C(C=CC=C1)OC1=NC(=CC(=N1)OC)OC)=O